tert-butyl 4-(3-ethyl-3-methyl-2-oxoindolin-5-yl)piperidine-1-carboxylate C(C)C1(C(NC2=CC=C(C=C12)C1CCN(CC1)C(=O)OC(C)(C)C)=O)C